C(CC(C)C)C1=C(N=C(N1C(=O)N)OC)C1CCOCC1 iso-Pentyl-2-methoxy-4-(tetrahydro-2H-pyran-4-yl)-1H-imidazole-1-carboxamide